CC=1N(C(=C2C(N(N=CC21)C2=NC=CC=C2)=O)C)C=2C=C(C=CC2)C 5,7-dimethyl-2-(pyridin-2-yl)-6-(m-tolyl)-2,6-dihydro-1H-pyrrolo[3,4-d]pyridazin-1-one